ClC=1C=C2C=3C=C(C(=CC3N(C2=CC1)CCNC(=N)N)NCCNC(=N)N)C1=CC(=C(C=C1)Cl)Cl 1-(2-((6-Chloro-3-(3,4-dichlorophenyl)-9-(2-guanidinoethyl)-9H-carbazol-2-yl)amino)ethyl)guanidine